FC(C=1C(=C(C=CC1)C(C)NC=1C2=C(N=C(N1)C)NC(C(=C2)I)=O)F)F 4-(1-(3-(difluoromethyl)-2-fluorophenyl)ethylamino)-6-iodo-2-methylpyrido[2,3-d]pyrimidin-7(8H)-one